C(C)S(=O)(=O)N1CC(C(CC1)O)C1N2C(C3=CC=CC=C13)=CN=C2 1-(Ethylsulfonyl)-3-(5H-imidazo[5,1-a]isoindol-5-yl)piperidin-4-ol